7-chloro-8-ethyl-10-(2-(pyrazin-2-ylmethoxy)ethyl)benzo[g]pteridine-2,4(3H,10H)-dione ClC=1C(=CC2=C(N=C3C(NC(N=C3N2CCOCC2=NC=CN=C2)=O)=O)C1)CC